1-(11Z,14Z-eicosadienoyl)-2-(5Z,8Z,11Z,14Z,17Z-eicosapentaenoyl)-glycero-3-phosphocholine CCCCC/C=C\C/C=C\CCCCCCCCCC(=O)OC[C@H](COP(=O)([O-])OCC[N+](C)(C)C)OC(=O)CCC/C=C\C/C=C\C/C=C\C/C=C\C/C=C\CC